N1(CCC2=CC=CC=C12)C1=C(C=CC(=C1)C(F)(F)F)NC(C(C)(C)N1N=CC(=C1)I)=O N-(2-(indoline-1-yl)-4-(trifluoromethyl)phenyl)-2-(4-iodo-1H-pyrazol-1-yl)-2-Methylpropionamide